C1OCCC2=CC(=CC=C12)C(=O)N isochromane-6-carboxamide